N-[(3R,4S)-6-acetyl-3-hydroxy-2,2-dimethyl-3,4-dihydrochromen-4-yl]-4-fluorobenzamide C(C)(=O)C=1C=C2[C@@H]([C@H](C(OC2=CC1)(C)C)O)NC(C1=CC=C(C=C1)F)=O